COCC1(CCN(CC1)C1=NN(C2=CC=C(C=C12)N)C)C [4-(methoxymethyl)-4-methylpiperidin-1-yl]-1-methyl-1H-indazol-5-amine